ClC=1C(=NC(=NC1)NC1=C(C=C(C=C1)N1CCN(CC1)CC(F)(F)F)OC(F)F)NC1=C(SC=C1)C(=O)N 3-((5-chloro-2-((2-(difluorometh-oxy)-4-(4-(2,2,2-trifluoroethyl)-piperazin-1-yl)phenyl)amino)-pyrimidin-4-yl)amino)thiophene-2-carboxamide